ClS1CC(CN2C(N=C(C3=CC(=CC1=C23)C(F)(F)F)N2C[C@@H](N([C@@H](C2)C)C(=O)OC(C)(C)C)C)=O)C2=NC=CC=C2 tert-butyl (2S,6R)-4-(l-1-chloro-6-oxo-3-(pyridin-2-yl)-10-(trifluoromethyl)-3,4-dihydro-2H,6H-[1,4]thiazepino[2,3,4-ij]quinazolin-8-yl)-2,6-dimethylpiperazine-1-carboxylate